4-(2-aminoethyl)-N-(2-(pyridin-2-yl)ethyl)aniline NCCC1=CC=C(NCCC2=NC=CC=C2)C=C1